1,2,3,4-tetrahydrocyclopenta[b]indole C1CCC=2NC=3C=CC=CC3C21